ClC1=C(C=CC=C1)C(C=1C=NC(=NC1)C)NC=1N(C(C(=C(N1)C(=O)OCC)OC)=O)C Ethyl 2-(((2-chlorophenyl)(2-methylpyrimidin-5-yl)methyl)amino)-5-methoxy-1-methyl-6-oxo-1,6-dihydropyrimidine-4-carboxylate